5-chloropicolinic acid ClC=1C=CC(=NC1)C(=O)O